C(C1CO1)OCCC[Si](OC)(OC)OC (3-glycidoxypropyl)-tri-methoxysilane